3-(4'-isopropyl-[1,1'-biphenyl]-4-yl)hex-4-ynoic acid C(C)(C)C1=CC=C(C=C1)C1=CC=C(C=C1)C(CC(=O)O)C#CC